benzyl (2,2-difluoro-3-((3-iodo-1-(tetrahydro-2H-pyran-2-yl)-1H-indazol-5-yl)oxy) propyl)carbamate FC(CNC(OCC1=CC=CC=C1)=O)(COC=1C=C2C(=NN(C2=CC1)C1OCCCC1)I)F